3-[[8-fluoro-2-[2-[[(E)-3-[4-(trifluoromethyl)phenyl]prop-2-enoyl]amino]acetyl]-3,4-dihydro-1H-isoquinolin-6-yl]oxy]-2,2-dimethylpropanoic acid FC=1C=C(C=C2CCN(CC12)C(CNC(\C=C\C1=CC=C(C=C1)C(F)(F)F)=O)=O)OCC(C(=O)O)(C)C